(2S)-2-[9H-fluoren-9-ylmethoxycarbonyl-(methyl)amino]-3-pyridin-4-yl-propionic acid C1=CC=CC=2C3=CC=CC=C3C(C12)COC(=O)N([C@H](C(=O)O)CC1=CC=NC=C1)C